2-{5-hydroxy-5-phenyl-octahydrocyclopenta[c]pyrrol-2-yl}-1-(4-hydroxyphenyl)ethan-1-one OC1(CC2C(CN(C2)CC(=O)C2=CC=C(C=C2)O)C1)C1=CC=CC=C1